(12aR)-12-(6,7-Difluoro-5,10-dihydrothieno[3,2-c][2]benzothiepin-10-yl)-3,4,12,12a-tetrahydro-1H-[1,4]oxazino[3,4-c]pyrido[2,1-f][1,2,4]triazin-6,8-dion FC1=C(C=CC=2C(C3=C(SCC21)C=CS3)N3N2C(C(N1[C@H]3COCC1)=O)=CC(C=C2)=O)F